N1(C=NC=C1)C(=O)OC1CC(C1)N1C(=CC=2C1=NC=CC2)C(F)(F)F (1r,3r)-3-(2-(trifluoromethyl)-1H-pyrrolo[2,3-b]pyridin-1-yl)cyclobutyl 1H-imidazole-1-carboxylate